9-bromo-10-(5-phenylnaphthalen-1-yl)anthracene BrC=1C2=CC=CC=C2C(=C2C=CC=CC12)C1=CC=CC2=C(C=CC=C12)C1=CC=CC=C1